C(C1=CC=CC=C1)(=O)OCCCC(CO[Si](C)(C)C(C)(C)C)OC [5-[tert-butyl (dimethyl) silyl] oxy-4-methoxy-pentyl] benzoate